tert-Butyl 6-(4-(6-hydroxynaphthalen-1-yl)-7-isopropyl-3-methyl-5,6,7,8-tetrahydro-1,7-naphthyridin-2-yl)-2,6-diazaspiro[3.4]octane-2-carboxylate OC=1C=C2C=CC=C(C2=CC1)C1=C(C(=NC=2CN(CCC12)C(C)C)N1CC2(CN(C2)C(=O)OC(C)(C)C)CC1)C